N(=[N+]=[N-])CC([C@@H](CO)C)F (R)-4-azido-3-fluoro-2-methylbutan-ol